FC([C@](N)(CCCN)C(=O)O)F 2-difluoromethylornithine